(1R,3S,5R)-2-(2-(3-acetyl-5-(2-methylpyrimidin-5-yl)-1H-pyrazolo[3,4-c]pyridin-1-yl)acetyl)-N-(6-bromo-3-methylpyridin-2-yl)-5-methyl-2-azabicyclo[3.1.0]hexane-3-carboxamide C(C)(=O)C1=NN(C2=CN=C(C=C21)C=2C=NC(=NC2)C)CC(=O)N2[C@@H]1C[C@@]1(C[C@H]2C(=O)NC2=NC(=CC=C2C)Br)C